tert-butyl (7-amino-4-benzyl-3-oxo-3,4-dihydroquinoxalin-2-yl)carbamate NC1=CC=C2N(C(C(=NC2=C1)NC(OC(C)(C)C)=O)=O)CC1=CC=CC=C1